CC1N(C(=CC=N1)C=1C=CC2=C(C(=CO2)C)C1)[C@@H]1CCCC2=CC=CC=C12 2-methyl-6-(3-methyl-1-benzofuran-5-yl)-N-[(1R)-1,2,3,4-tetrahydronaphthalen-1-yl]pyrimidin